tert-butyl ((1R,5S)-3-(N-(5-chloro-4-(cyclopentylmethoxy)-2-fluorobenzoyl)sulfamoyl)-3-azabicyclo[3.1.0]hexan-1-yl)carbamate ClC=1C(=CC(=C(C(=O)NS(=O)(=O)N2C[C@]3(C[C@H]3C2)NC(OC(C)(C)C)=O)C1)F)OCC1CCCC1